BrC1=CC(=CC(=N1)C[C@H](COC1=C(C=2C=C(C=NC2C=C1)F)C(=O)OCC1=CC=CC=C1)NC(=O)OC(C)(C)C)OC benzyl (R)-6-(3-(6-bromo-4-methoxypyridin-2-yl)-2-((tert-butoxycarbonyl)amino)propoxy)-3-fluoroquinoline-5-carboxylate